[Np].[Am].[U] uranium americium-neptunium